N-ethoxy-N-(hydroxyethyloxyethylene)-4-toluidine C(C)ON(C1=CC=C(C=C1)C)CCOCCO